COC(C1=C(CNCC(=O)NC=2C=C3CC4(C(NC5=NC=CC=C54)=O)CC3=CC2)C=C(C=C1)F)OC 2-((2-(Dimethoxymethyl)-5-fluorobenzyl)amino)-N-(2'-oxo-1,1',2',3-tetrahydrospiro[indene-2,3'-pyrrolo[2,3-b]pyridin]-5-yl)acetamide